4,6,6-Trimethylbicyclo(3.1.1)hept-3-ene CC1=CCC2C(C1C2)(C)C